N[C@H]([C@H](O)C1=CC=CC=C1)C1=CC=CC=C1.FC=1C=C(C(=O)O)C=C(C1)C(CCC1CCOCC1)O 3-fluoro-5-(1-hydroxyl-(tetrahydro-2H-pyran-4-yl)propyl)benzoic acid (1R,2S)-2-amino-1,2-diphenylethan-1-ol salt